1-[3-(4-Chloro-2-methyl-2H-pyrazol-3-yl)-4-methoxyphenyl]-3-(4-chloro-phenyl)-urea ClC1=C(N(N=C1)C)C=1C=C(C=CC1OC)NC(=O)NC1=CC=C(C=C1)Cl